O[C@H]1CC[C@H]2[C@@H]3[C@@H](CC=4C=C(C=CC4[C@H]3CC[C@]12C)B(O)O)CCCCCCCCCS(=O)CCCC(C(F)(F)F)(F)F ((7R,8R,9S,13S,14S,17S)-17-hydroxy-13-methyl-7-(9-((4,4,5,5,5-pentafluoropentyl)-sulfinyl)nonyl)-7,8,9,11,12,13,14,15,16,17-decahydro-6H-cyclopenta[a]phenanthren-3-yl)boronic acid